5-((2-((3-(Methylsulfonyl)phenyl)amino)pyridin-4-yl)oxy)-4-phenylthiazol-2-amine CS(=O)(=O)C=1C=C(C=CC1)NC1=NC=CC(=C1)OC1=C(N=C(S1)N)C1=CC=CC=C1